C(C)S(=O)(=O)C=1C=C(C=2N(C1)N=CC2C#N)C=2C=NC(=CC2)N2CC1N(C(C2)C1)CC=1C=NC(=CC1)OC 6-(ethylsulphonyl)-4-(6-(6-((6-methoxypyridin-3-yl)methyl)-3,6-diazabicyclo[3.1.1]heptan-3-yl)pyridin-3-yl)pyrazolo[1,5-a]pyridine-3-carbonitrile